N-cyclopropyl-N-methylcarbamoyl chloride C1(CC1)N(C(=O)Cl)C